OC(CCN1CN(C2=C1C=C(C=C2)[N+](=O)[O-])C)C 3-(3-Hydroxybutyl)-1-methyl-5-nitro-1H-benzo[d]imidazol